1-({[1-(6-bromo-3-fluoropyridin-2-yl)ethyl](4-methoxybenzyl)amino}methyl)cyclopropane BrC1=CC=C(C(=N1)C(C)N(CC1=CC=C(C=C1)OC)CC1CC1)F